CC1(NCCC1OC=1N=CC(=NC1C)C1=CNC2=C(C=CC=C12)C#N)C 3-[5-[(2,2-dimethylpyrrolidin-3-yl)oxy]-6-methylpyrazin-2-yl]-1H-indole-7-carbonitrile